4-(difluoromethyl)cyclohexanone (3S)-5-chloro-7-(chlorosulfonyl)-2,3-dihydro-1-benzofuran-3-yl-acetate ClC=1C=C(C2=C([C@@H](CO2)CC(=O)O)C1)S(=O)(=O)Cl.FC(C1CCC(CC1)=O)F